C1(=CC=CC=C1)C1=NC(=NC(=C1)NNC#CC1=CC=CC=C1)N (E)-4-phenyl-6-(2-(2-phenylethynyl)hydrazino)pyrimidin-2-amine